7-[(3bR,4aR)-1-{2-[4-(2,3-dimethylphenyl)piperazin-1-yl]-2-oxoethyl}-3b,4,4a,5-tetrahydro-1H-cyclopropa[3,4]cyclopenta[1,2-c]pyrazole-3-carbonyl]-1,7-diazaspiro[3.5]nonan-2-one CC1=C(C=CC=C1C)N1CCN(CC1)C(CN1N=C(C2=C1C[C@@H]1[C@H]2C1)C(=O)N1CCC2(CC(N2)=O)CC1)=O